4-[5-(4-dimethylamino-piperidin-1-yl)-3H-imidazo[4,5-b]pyridine-2-carbonyl]-2-isoquinolin-4-yl-benzonitrile CN(C1CCN(CC1)C1=CC=C2C(=N1)NC(=N2)C(=O)C2=CC(=C(C#N)C=C2)C2=CN=CC1=CC=CC=C21)C